5-((1-(difluoromethyl)-1H-pyrazol-4-yl)ethynyl)-N-methylnicotinamide FC(N1N=CC(=C1)C#CC=1C=NC=C(C(=O)NC)C1)F